C1(CC1)C=1N=NN(C1)[C@H](C(=O)N1[C@@H](C[C@H](C1)O)C(=O)N)C(C)(C)C (2S,4R)-1-((S)-2-(4-cyclopropyl-1H-1,2,3-triazol-1-yl)-3,3-dimethylbutyryl)-4-hydroxypyrrolidine-2-carboxamide